1-(1,2-diphenylcyclopropyl)ethyl (2S)-2-[(3-hydroxy-4-methoxy-pyridine-2-carbonyl)amino]propanoate OC=1C(=NC=CC1OC)C(=O)N[C@H](C(=O)OC(C)C1(C(C1)C1=CC=CC=C1)C1=CC=CC=C1)C